2-(3-((2-ethoxy-4-(methylsulfonyl)phenyl)amino)prop-1-yn-1-yl)-N-((1S,4S)-4-morpholinocyclohexyl)-1-(2,2,2-trifluoroethyl)-1H-indol-4-amine C(C)OC1=C(C=CC(=C1)S(=O)(=O)C)NCC#CC=1N(C=2C=CC=C(C2C1)NC1CCC(CC1)N1CCOCC1)CC(F)(F)F